C(C1=CC=CC=C1)[C@@](CC(=C)C)(C)NC(=O)C=1C=NC2=C(C=CC=C2C1)F N-[(1S)-1-benzyl-1,3-dimethyl-but-3-enyl]-8-fluoro-quinoline-3-carboxamide